7-[5-cyano-6-fluoro-4-(cis-1-methyl-2,3,3a,4,6,6a-hexahydropyrrolo[3,4-b]pyrrol-5-yl)-8-(methylamino)-9H-pyrido[2,3-b]indol-3-yl]-4-oxo-quinolizine-3-carboxylic acid C(#N)C1=C2C3=C(NC2=C(C=C1F)NC)N=CC(=C3N3C[C@@H]1N(CC[C@@H]1C3)C)C3=CN1C(C(=CC=C1C=C3)C(=O)O)=O